C1=2CNC3=NS=CC(CCCNC(C(=CC=C1)C2)=O)=N3 6-thia-3,5,12,19-tetrazatricyclo[12.3.1.14,8]nonadeca-1(18),4,6,8(19),14,16-hexaen-13-one